N-{1-[4-chloro-7-(1,1-dioxido-1,2,5-thiadiazepan-5-yl)pyrazolo[1,5-a]pyridin-6-yl]ethyl}pyrazolo[1,5-a]pyrimidine-3-carboxamide trifluoroacetate FC(C(=O)O)(F)F.ClC=1C=2N(C(=C(C1)C(C)NC(=O)C=1C=NN3C1N=CC=C3)N3CCNS(CC3)(=O)=O)N=CC2